COC(=O)C=1C(=C(SC1NC(C(CC)C1=CC=C(C=C1)C(F)(F)F)=O)C(=O)O)C 4-(methoxycarbonyl)-5-(2-(4-(trifluoromethyl)phenyl)butanamido)-3-methylthiophene-2-carboxylic acid